(5-fluoro-2-((5,6,7,8-tetrahydro-1,6-naphthyridin-2-yl)amino)pyrimidin-4-yl)-1-isopropylindole-2,3-dione hydrochloride Cl.FC=1C(=NC(=NC1)NC1=NC=2CCNCC2C=C1)C1=C2C(C(N(C2=CC=C1)C(C)C)=O)=O